2-(5-chloro-2-methyl-4-norbornan-2-yl-phenyl)-4-oxo-1H-1,6-naphthyridine-5-carboxamide ClC=1C(=CC(=C(C1)C=1NC=2C=CN=C(C2C(C1)=O)C(=O)N)C)C1C2CCC(C1)C2